[Si](C)(C)(C(C)(C)C)OCC1CC=2C=C(C=C(C2C1)C#N)OCC1=NC(=NO1)C 2-[[tert-butyl(dimethyl)silyl]oxymethyl]-6-[(3-methyl-1,2,4-oxadiazol-5-yl)methoxy]-2,3-dihydro-1H-indene-4-carbonitrile